COC(C1CCN(CC1)C=1C=C2CN(C(C2=CC1)=O)[C@H]1C(NC(CC1)=O)=O)OC (3R)-3-[5-[4-(dimethoxymethyl)-1-piperidyl]-1-oxo-isoindolin-2-yl]piperidine-2,6-dione